1-(4-(4-Fluorophenyl)pyrimidin-2-yl)-N-(4-methyl-1-azabicyclo[3.2.2]nonan-4-yl)piperidine-4-carboxamide FC1=CC=C(C=C1)C1=NC(=NC=C1)N1CCC(CC1)C(=O)NC1(CCN2CCC1CC2)C